CN(C=1C=C2SC3=CC(C=CC3=NC2=CC1CCCCCCCCC)=O)C 7-(Dimethylamino)-8-nonyl-3H-phenothiazin-3-one